tert-butyl (Z)-(2-(((2-butylbenzo[d]oxazol-6-yl)amino)methyl)-3-fluoroallyl)carbamate C(CCC)C=1OC2=C(N1)C=CC(=C2)NC/C(/CNC(OC(C)(C)C)=O)=C/F